FC=1C(=CC=2C3=C(C=NC2C1)N(C(C31CC(C1)OC1=CC=CC=C1)=O)C)C=1C=C(C(=NC1)OCCNC(C)C)NS(=O)(=O)C N-(5-(7'-Fluoro-3'-methyl-2'-oxo-3-phenoxy-2',3'-dihydrospiro[cyclobutane-1,1'-pyrrolo[2,3-c]quinolin]-8'-yl)-2-(2-(isopropylamino)ethoxy)pyridin-3-yl)methanesulfonamide